3-methyl-N-((5-phenyl-1,3,4-thiadiazol-2-yl)methyl)-1H-1,2,4-triazole-5-carboxamide CC1=NNC(=N1)C(=O)NCC=1SC(=NN1)C1=CC=CC=C1